Ethyl 4-(4-((1S,4S,5S)-3-oxo-2-azabicyclo[2.2.1]heptan-5-yl)phenyl)-7-(4-(trifluoromethyl)phenyl)-2-naphthoate O=C1N[C@H]2C[C@@H]([C@@H]1C2)C2=CC=C(C=C2)C2=CC(=CC1=CC(=CC=C21)C2=CC=C(C=C2)C(F)(F)F)C(=O)OCC